CC1CC(=O)OCC1 3-methyl-δ-Valerolactone